BrC1=C(C=CC2=C1N=CS2)F 4-bromo-5-fluorobenzo[d]thiazole